1-cyanoethyl-2-phenyl-Imidazole C(#N)C(C)C=1N=C(NC1)C1=CC=CC=C1